C(CCCCCCN1C(C=CC1=O)=O)N1C(C=CC1=O)=O N,N'-(1,7-heptanediyl)bismaleimide